1,1,1-Trifluoro-N-[3-fluoro-2,4-dimethyl-5-(4-morpholinylcarbonyl)phenyl]methanesulfonamide FC(S(=O)(=O)NC1=C(C(=C(C(=C1)C(=O)N1CCOCC1)C)F)C)(F)F